(R)-(2-(2-methoxy-7-methylquinoxalin-5-yl)-4-methyl-7,8-dihydro-[1,4]dioxino[2',3':3,4]benzo[1,2-d]thiazol-7-yl)methyl benzo[d]thiazol-5-ylcarbamate S1C=NC2=C1C=CC(=C2)NC(OC[C@@H]2OC1=C(C3=C(N=C(S3)C3=C4N=CC(=NC4=CC(=C3)C)OC)C(=C1)C)OC2)=O